(1S,3R,5R)-1-((1H-1,2,3-triazol-1-yl)methyl)-N-(3-(5-fluoropyrimidin-2-yl)-4-(trifluoromethyl)phenyl)-3-methyl-6-azabicyclo[3.1.1]heptane-6-carboxamide N1(N=NC=C1)C[C@@]12C[C@@H](C[C@@H](N1C(=O)NC1=CC(=C(C=C1)C(F)(F)F)C1=NC=C(C=N1)F)C2)C